CC1=CC(=CC2=C1N=CN2C2OCCCC2)C(=O)O 7-methyl-3-tetrahydropyran-2-yl-benzimidazole-5-carboxylic acid